(2R,3R,4R,5S)-2-(hydroxymethyl)-1-{[4-({[4-(pyrimidin-2-yl)phenyl]amino}methyl)phenyl]methyl}piperidine-3,4,5-triol OC[C@H]1N(C[C@@H]([C@H]([C@@H]1O)O)O)CC1=CC=C(C=C1)CNC1=CC=C(C=C1)C1=NC=CC=N1